NC1=CC(=C(C=C1)C(COC([C@H](CCCOCC1=CC=CC=C1)NC(=O)OC(C)(C)C)=O)=O)Br (S)-5-(benzyloxy)-2-(tert-butoxycarbonylamino)pentanoic acid 2-(4-amino-2-bromophenyl)-2-oxoethyl ester